[1-(4-{[3-fluoro-6-methyl-2-(trifluoromethyl)phenyl]methoxy}phenyl)-1,2,4-triazol-3-yl]methanol FC=1C(=C(C(=CC1)C)COC1=CC=C(C=C1)N1N=C(N=C1)CO)C(F)(F)F